Cl.ClC=1N=CC=C2C=C(C=NC12)CN1CC(CC1)O 1-((8-chloro-1,7-naphthyridin-3-yl)methyl)pyrrolidin-3-ol hydrochloride